CC(COC([C@@H](N)C)=O)(CC)C L-alanine 2,2-dimethylbutyl ester